NC=1SC2=C(N1)C(=CC=C2F)C2=C1C(=NC(=C2C#N)N2CC3(CN(C3)C(C=C)=O)CC2)CC(OC1)(C)C (P)-4-(2-amino-7-fluoro-1,3-benzothiazol-4-yl)-7,7-dimethyl-2-(2-(2-propenoyl)-2,6-diazaspiro[3.4]octan-6-yl)-7,8-dihydro-5H-pyrano[4,3-b]pyridine-3-carbonitrile